trans-3-methyl-2-oxiranecarboxylic acid ethyl ester (ETHYL TRANS-3-methyl-2-oxiranecarboxylate) C(C)[C@]1(O[C@H]1C)C(=O)O.C(C)OC(=O)[C@@H]1O[C@H]1C